diethyl malonate (ethyl malonate) C(C)C(C(=O)O)C(=O)O.C(CC(=O)OCC)(=O)OCC